6-((1-((1-(difluoromethoxy)-2-methylpropan-2-yl)sulfonyl)cyclopropyl)methyl)-1-methyl-7-oxo-4,5,6,7-tetrahydro-1H-pyrazolo[3,4-c]pyridine-3-carboxamide FC(OCC(C)(C)S(=O)(=O)C1(CC1)CN1C(C2=C(CC1)C(=NN2C)C(=O)N)=O)F